COC(=O)C=1C(=NN(C1)CC)[N+](=O)[O-] 1-ethyl-3-nitro-1H-pyrazole-4-carboxylic acid methyl ester